ClC1=C(C=C2C(=NNC2=C1)C1=CC(=NC=C1)OC)C1C[C@@H]2[C@@H](CN(C2)[C@@H]2CC[C@@H](CC2)OC)C1 cis-6-chloro-5-((3aR,5s,6aS)-2-(4-methoxycyclohexyl)octahydrocyclopenta[c]pyrrol-5-yl)-3-(2-methoxypyridin-4-yl)-1H-indazole